C(CCC)OC1=CC=C(C=C1)N=NC1=CC=C(C=C1)C 1-(4-butoxyphenyl)-2-(p-tolyl)diazene